1-acetyl-1-ethyl formate C(=O)OC(C)C(C)=O